C(C)(C)(C)OC(NN=C1CCC(CC1)(C(F)(F)F)O)=O N-[[4-hydroxy-4-(trifluoromethyl)cyclohexylidene]amino]carbamic acid tert-butyl ester